isopropyl (S)-6-diazo-2-((R)-2-(5-fluoropyridin-2-yl)-2-methoxyacetamido)-5-oxohexanoate [N+](=[N-])=CC(CC[C@@H](C(=O)OC(C)C)NC([C@H](OC)C1=NC=C(C=C1)F)=O)=O